NCC=1C=C(C=CC1)N1N=C(C=C1C(=O)NC1=C(C=CC(=C1)[C@@H](C1=CC=CC=C1)OCC1CC1)F)C(F)(F)F |r| rac-1-(3-(aminomethyl)phenyl)-N-(5-((cyclopropylmethoxy)(phenyl)methyl)-2-fluorophenyl)-3-(trifluoromethyl)-1H-pyrazole-5-carboxamide